5-{[(1R,2S)-2-Aminocyclohexyl]amino}-N-[3-carbamoyl-1-(2-hydroxyethyl)-1H-pyrazol-4-yl]pyrazolo[1,5-a]pyrimidin-3-carboxamid N[C@@H]1[C@@H](CCCC1)NC1=NC=2N(C=C1)N=CC2C(=O)NC=2C(=NN(C2)CCO)C(N)=O